1-[(2-fluorophenyl)methyl]-N-[(6S)-2-[2-(3,3-difluoroazetidin-1-yl)ethyl]-4-methyl-5-oxo-7,8-dihydro-6H-pyrazolo[1,5-a][1,3]diazepin-6-yl]-1,2,4-triazole-3-carboxamide FC1=C(C=CC=C1)CN1N=C(N=C1)C(=O)N[C@@H]1C(N(C=2N(CC1)N=C(C2)CCN2CC(C2)(F)F)C)=O